ClC1=NC(=NC(=C1/C=C/C(=O)OCC)NC)C ethyl (2E)-3-[4-chloro-2-methyl-6-(methylamino)pyrimidin-5-yl]prop-2-enoate